acryloxy-2-hydroxypropyl sulfophenyl ether S(=O)(=O)(O)C1=C(C=CC=C1)OCC(COC(C=C)=O)O